3-(4-fluorophenyl)-10-(trifluoromethyl)-3,4-dihydro-2H,6H-[1,4]thiazepino[2,3,4-ij]quinazolin-6-one FC1=CC=C(C=C1)C1CN2C(N=CC3=CC(=CC(=C23)SC1)C(F)(F)F)=O